trityl-L-histidyl-L-lysyl-L-phenylalanyl-L-tyrosine C(C1=CC=CC=C1)(C1=CC=CC=C1)(C1=CC=CC=C1)N[C@@H](CC1=CNC=N1)C(=O)N[C@@H](CCCCN)C(=O)N[C@@H](CC1=CC=CC=C1)C(=O)N[C@@H](CC1=CC=C(C=C1)O)C(=O)O